COCCO[C@@H]1CC[C@H](CC1)NC(=O)C=1C2=C(N=C(N1)C1=CN=CS1)CCC2 N-[(trans)-4-(2-methoxyethoxy)cyclohexyl]-2-(1,3-thiazol-5-yl)-5H,6H,7H-cyclopenta[d]pyrimidine-4-carboxamide